[I-].CN(C1=CC=C(C=N1)/C=C/C1=[N+](C=CC=C1)C)C (E)-2-(2-(6-(dimethylamino)pyridin-3-yl)vinyl)-1-methylpyridin-1-ium iodide